ClC1=C2C(=NC(=N1)CC1CC1)N(N=C2)C2CC2 4-chloro-1-cyclopropyl-6-(cyclopropylmethyl)-1H-pyrazolo[3,4-d]Pyrimidine